9-bromo-7-fluoro-1,6,11,11a-tetrahydro-[1,4]-oxazino-[4,3-b]isoquinolin-4(3H)-one BrC1=CC=2CC3N(CC2C(=C1)F)C(COC3)=O